N-(4-((4-fluorophenyl)amino)benzyl)-N-hydroxypivalamide FC1=CC=C(C=C1)NC1=CC=C(CN(C(C(C)(C)C)=O)O)C=C1